OCC1C(N(CCC1C1=CC=C(C=C1)OC)C(=O)OC(C)(C)C)C (-)-tert-butyl (trans,trans)-3-(hydroxymethyl)-4-(4-methoxyphenyl)-2-methylpiperidine-1-carboxylate